NC=1N=CC(=C2C=C(C=NC12)C(=O)NCC1CC1)C1=CC=C(C=C1)C=1C=NN(C1)CCOC 8-amino-N-(cyclopropylmethyl)-5-(4-(1-(2-methoxyethyl)-1H-pyrazol-4-yl)phenyl)-1,7-naphthyridine-3-carboxamide